ClC=1C=2N(C=CC1)N=C(C2)[C@@H]2N(CCC1=C2N=CN1)C=1OC(=NN1)C=1C=NC=CC1 (R)-2-(4-(4-chloropyrazolo[1,5-a]pyridin-2-yl)-1,4,6,7-tetrahydro-5H-imidazo[4,5-c]pyridin-5-yl)-5-(pyridin-3-yl)-1,3,4-oxadiazole